C(O[C@H]1C[C@H](CC1)C1=NN(C(=C1)NC1=NC=C(N=C1)C(C)=O)C(C)(C)C)(OC1=CC=C(C=C1)[N+](=O)[O-])=O (1R,3S)-3-(5-((5-acetylpyrazin-2-yl)amino)-1-(tert-butyl)-1H-pyrazol-3-yl)cyclopentyl (4-nitrophenyl) carbonate